C(C1=CC=CC=C1)N([C@@H](CC1=CC(=C(C(=C1)OCC1=CC=CC=C1)OC)Br)C(=O)O)CC1=CC=CC=C1 (S)-N,N-dibenzyl-3-bromo-4-methoxy-5-benzyloxyphenylalanine